1-tert-butyl-4-(4,4,5,5-tetramethyl-1,3,2-dioxaborolan-2-yl)-1H-pyrazole C(C)(C)(C)N1N=CC(=C1)B1OC(C(O1)(C)C)(C)C